3-methyloxet CC=1COC1